(S)-5-fluoro-1,3-dihydro-spiro[indene-2,4'-piperidin]-1-amine FC=1C=C2CC3(CCNCC3)[C@@H](C2=CC1)N